FC1([C@H](C=2C(=NN(C2CC1)CCCC(F)(F)F)C(F)(F)F)OC)F (4S)-5,5-difluoro-4-methoxy-1-(4,4,4-trifluorobutyl)-3-(trifluoromethyl)-6,7-dihydro-4H-indazole